C(COCCOCCOCCOCCOCCOCCOCCOCCOCCOCCOCCOCCOCCOCCOCCOCCOCCOCCOCCOCCOCCOCCOCCOCCOCCOCCOCCOCCOCCOCCOCCOCCOCCOCCOCCOCCOCCOCCOCCOCCOCCOCCOCCOCCOCCOCCOCCOCCOCCO)O pentacontaethylene glycol